((2S,3R,6R)-2,6-Dimethyl-3-(((5-(trifluoromethyl)pyrimidin-2-yl)amino)methyl)morpholino)(6-methyl-3-(pyrimidin-2-yl)pyridin-2-yl)methanone C[C@@H]1O[C@@H](CN([C@@H]1CNC1=NC=C(C=N1)C(F)(F)F)C(=O)C1=NC(=CC=C1C1=NC=CC=N1)C)C